5-{[4-(3-Amino-1H-indazol-5-yl)pyridin-2-yl]amino}-2-methylphenol NC1=NNC2=CC=C(C=C12)C1=CC(=NC=C1)NC=1C=CC(=C(C1)O)C